CC=1C(=NOC1C(=O)N)C dimethylisoxazole-5-carboxamide